ClC=1C(=C(C=CC1F)[C@H](NC(=O)N1[C@@H](C(NCC1)=O)C)C1=CN=C(S1)OC(F)F)F (2R)-N-((S)-(3-chloro-2,4-difluorophenyl)(2-(difluoromethoxy)thiazol-5-yl)methyl)-2-methyl-3-oxopiperazine-1-carboxamide